(E)-N-(4-(3-(2,5-dihydroxyphenyl)acrylamido)phenyl)-3,4-difluorobenzamide OC1=C(C=C(C=C1)O)/C=C/C(=O)NC1=CC=C(C=C1)NC(C1=CC(=C(C=C1)F)F)=O